OC(C(=O)O)COC[C@H](C)NC=1C=NN(C(C1C(F)(F)F)=O)COCC[Si](C)(C)C hydroxy-3-((S)-2-((6-oxo-5-(trifluoromethyl)-1-((2-(trimethylsilyl)ethoxy)methyl)-1,6-dihydropyridazin-4-yl)amino)propoxy)propionic acid